2-(4-cyclopropylphenyl)ethan-1-ol alpha-hydroxybutyrate OC(C(=O)OCCC1=CC=C(C=C1)C1CC1)CC